COC(C1=CC(C(=O)OC)=CC(=C1)C#CC1=CC(=CC(=C1)C(=O)OC)Br)=O 5-((3-bromo-5-(methoxycarbonyl)phenyl)ethynyl)isophthalic acid dimethyl ester